OC1=C(C=CC=C1)NC=1N=C(N=NC1C(=O)N)NC=1C=C2CCN(CC2=CC1OC)C ((2-hydroxyphenyl)amino)-3-((7-methoxy-2-methyl-1,2,3,4-tetrahydroisoquinolin-6-yl)amino)-1,2,4-triazine-6-carboxamide